vinyl-1-isopropyl-1H-pyrrole C(=C)C=1N(C=CC1)C(C)C